[Os](=O)(=O)=O osmium(VI) Oxide